BrC1=C(C(=C(C=C1)I)F)F 1-Bromo-2,3-difluoro-4-iodobenzol